N-(2-cyanoethyl)-4-(2-(2,5-dimethyl-1,2,3,4-tetrahydroisoquinolin-7-yl)-5-tosyl-5H-pyrrolo[2,3-b]pyrazin-7-yl)-N-methylbenzamide C(#N)CCN(C(C1=CC=C(C=C1)C1=CN(C2=NC=C(N=C21)C2=CC(=C1CCN(CC1=C2)C)C)S(=O)(=O)C2=CC=C(C)C=C2)=O)C